C1NCC12CC(C2)CC=2N=CC1=C(N2)NC=C1C(F)(F)F 2-(2-azaspiro[3.3]heptane-6-ylmethyl)-5-(trifluoromethyl)-7H-pyrrolo[2,3-d]pyrimidine